monoamyl phthalate C(C=1C(C(=O)[O-])=CC=CC1)(=O)OCCCCC